3,4,5-trifluorobenzenesulfonate FC=1C=C(C=C(C1F)F)S(=O)(=O)[O-]